C(CCC)N(CCN)CCCC N,N-dibutyl-ethylenediamine